C(C)(C)(C)OC(=O)N1C2(CC2)C[C@@H](CC1)C=1C=CC=2N(C(C=C(N2)OS(=O)(=O)C2=CC=C(C)C=C2)=O)C1 |r| rac-7-[4-oxo-2-(p-toluenesulfonyloxy)pyrido[1,2-a]pyrimidin-7-yl]-4-azaspiro[2.5]octane-4-carboxylic acid tert-butyl ester